COC(=O)C1(CSC1)C1=CC(=CC=C1)Br 3-(3-bromophenyl)thietane-3-carboxylic acid methyl ester